BrC1=C(C=O)C=CC=C1C 2-bromo-3-methyl-benzaldehyde